ethyl 4-[3-[6-cyano-5-(methyloxy)pyridin-3-yl]-5,5-dimethyl-4-oxo-2-thioxo-imidazolidin-1-yl]butanoate C(#N)C1=C(C=C(C=N1)N1C(N(C(C1=O)(C)C)CCCC(=O)OCC)=S)OC